2-amino-3,3,3-trifluoro-2-methylpropan-1-ol HCl Cl.NC(CO)(C(F)(F)F)C